C1(=CC=CC=C1)[Si](Cl)(Cl)CCCC#N phenyl-(3-cyano-n-propyl)dichlorosilane